BrC=1C=CC2=C(NC=N2)C1OC 6-Bromo-7-methoxy-1H-benzo[d]imidazole